CNC(O[C@@H]1CC[C@H](CC1)C(N(C[C@@H]1CC[C@H](CC1)C1=CC(=C(C=C1)OC)C)C1=CC(=CC=C1)C=1C=NC(=NC1)N(C)C)=O)=O trans-4-((3-(2-(Dimethylamino)pyrimidin-5-yl)phenyl)((trans-4-(4-methoxy-3-methylphenyl)cyclohexyl)methyl)carbamoyl)-cyclohexyl methylcarbamate